Isobutyric acid-cis-3-hexenyl ester C(C\C=C/CC)OC(C(C)C)=O